FCCN1[C@H](CCC1)CC(=O)NC(COC1=NC=CC=C1C(F)(F)F)(C)C (R)-2-(1-(2-fluoroethyl)pyrrolidin-2-yl)-N-(2-methyl-1-((3-(trifluoromethyl)pyridin-2-yl)oxy)propan-2-yl)acetamide